S1SSC1 trithietane